Cl.NCC1=NC2=C(C=CC=C2C=C1)N(C)C 2-(Aminomethyl)-N,N-dimethylquinolin-8-amine hydrochloride